C(#N)C1CC(C1)(CC1=NN=CN1C)C=1C=C(C(=O)O)C=CC1 3-((1r,3r)-3-Cyano-1-((4-methyl-4H-1,2,4-triazol-3-yl)methyl)cyclobutyl)benzoic acid